BrC=1C(=C(N)C=C(C1)OC)OC 3-bromo-2,5-dimethoxyaniline